fluoro-4-methylpyrimidin FC1=NC=CC(=N1)C